BrC1=CC=C(C=C1)C(C(=O)O)CNC(=O)OC(C)(C)C 2-(4-bromophenyl)-3-[(tert-butoxycarbonyl)amino]propionic acid